C1(CC1)C=1N=CN(C1)C1=C(N=C2N1C=CC=C2)C(=O)NC2=NC(=CC=C2)C2=NN=C1N2CCCC1 (4-cyclopropyl-1H-imidazol-1-yl)-N-(6-(5,6,7,8-tetrahydro-[1,2,4]triazolo[4,3-a]pyridin-3-yl)pyridin-2-yl)imidazo[1,2-a]pyridine-2-carboxamide